O1C(=NC2=C1C=CC=C2)NC2=NC1=C(N2C)C=CC(=C1)C(=O)NCC(CO)O 2-(benzo[d]oxazol-2-ylamino)-N-(2,3-dihydroxypropyl)-1-methyl-1H-benzo[d]imidazole-5-carboxamide